C(C1=CC=CC=C1)SC=1C(=C(C=CC1)C(C)=O)O 1-(3-benzylsulfanyl-2-hydroxy-phenyl)ethanone